4-methoxy-carbazole COC1=CC=CC=2NC3=CC=CC=C3C12